2-(7-((1R,3s,5S)-9-azabicyclo[3.3.1]nonan-3-yl)-7H-imidazo[4,5-c]pyridazin-3-yl)-5-(1-methyl-1H-pyrazol-4-yl)phenol [C@H]12CC(C[C@H](CCC1)N2)N2C=NC1=C2N=NC(=C1)C1=C(C=C(C=C1)C=1C=NN(C1)C)O